C(C1=CC=CC=C1)NC=1C=2N(N=C(C1)O[C@@H]1CN(CCC1)C)C(=CN2)C2CC2 (S)-N-BENZYL-3-CYCLOPROPYL-6-((1-METHYLPIPERIDIN-3-YL)OXY)IMIDAZO[1,2-B]PYRIDAZIN-8-AMINE